p-xylylenedimaleimide C1(=CC=C(C=C1)CC=1C(=O)NC(C1)=O)CC=1C(=O)NC(C1)=O